CC=1N=C(OC1C)CN1C(=NC2=C1C=C(C(=C2)F)F)N2C[C@H]([C@@H](CC2)F)N (3r,4r)-1-(1-((4,5-dimethyloxazol-2-yl)methyl)-5,6-difluoro-1H-benzo[d]imidazol-2-yl)-4-fluoropiperidin-3-amine